C(C)(C)(C)OC(=O)N1CC(CC1)C=1C(NN=C(C1)NC(CC1=NC(=CC(=C1)OC1CC(C1)(F)F)C)=O)=O 3-(6-(2-(4-(3,3-difluorocyclobutoxy)-6-methylpyridin-2-yl)acetylamino)pyridazin-3-one-Yl)pyrrolidine-1-carboxylic acid tert-butyl ester